N-methoxy-3,4-methylenedioxyamphetamine CONC(C)CC1=CC2=C(C=C1)OCO2